(S)-7-(hydroxymethyl)-2,6-dioxa-9-azaspiro[3.6]decane-9-carboxylic acid tert-butyl ester C(C)(C)(C)OC(=O)N1C[C@H](OCC2(COC2)C1)CO